C1(CC1)C1=NN(C=C1C1=NC(=C(C=C1)F)C)C1CC(C1)(F)CNC=1C=C2C(N(C(C2=CC1)=O)C1C(NC(CC1)=O)=O)=O 5-(((trans-3-(3-cyclopropyl-4-(5-fluoro-6-methylpyridin-2-yl)-1H-pyrazol-1-yl)-1-fluorocyclobutyl)methyl)amino)-2-(2,6-dioxopiperidin-3-yl)isoindoline-1,3-dione